(S)-N-((3-(3,5-difluoro-4-(2-thia-6-azaspiro[3.3]hept-6-yl)phenyl)-2-oxo-oxazolidin-5-yl)methyl)cyclobutanecarboxamide FC=1C=C(C=C(C1N1CC2(CSC2)C1)F)N1C(O[C@H](C1)CNC(=O)C1CCC1)=O